tert-Butyl 2-chloro-6-oxo-4,6-dihydrospiro[cyclopenta[d]thiazole-5,4'-piperidine]-1'-carboxylate ClC=1SC2=C(N1)CC1(CCN(CC1)C(=O)OC(C)(C)C)C2=O